7-Cyclobutoxy-N-(2-cyclopropyl-3-oxo-2,3-dihydropyridazin-4-yl)-2-(1-methyl-2-oxabicyclo[2.1.1]hex-4-yl)imidazo[1,2-a]pyrimidine-6-carboxamide C1(CCC1)OC1=NC=2N(C=C1C(=O)NC=1C(N(N=CC1)C1CC1)=O)C=C(N2)C21COC(C2)(C1)C